5-chloro-2-fluoro-4-((1-(pyridin-4-yl)propyl)amino)-N-(thiazol-2-yl)benzenesulfonamide ClC=1C(=CC(=C(C1)S(=O)(=O)NC=1SC=CN1)F)NC(CC)C1=CC=NC=C1